(2-hydroxy-4-((triisopropylsilyl)ethynyl)phenyl)benzamide OC1=C(C=CC(=C1)C#C[Si](C(C)C)(C(C)C)C(C)C)C1=C(C(=O)N)C=CC=C1